(1-METHYLHYDRAZINO)ACETIC ACID CN(N)CC(=O)O